(±)-trans-2-(((5-(4-Cyano-3-fluorophenyl)-1-(4-methoxyphenyl)-1H-pyrazol-3-yl)amino)methyl)cyclopropane-1-carboxylic acid C(#N)C1=C(C=C(C=C1)C1=CC(=NN1C1=CC=C(C=C1)OC)NC[C@H]1[C@@H](C1)C(=O)O)F |r|